isocyanatopropyl-tributoxysilane N(=C=O)CCC[Si](OCCCC)(OCCCC)OCCCC